5-({[2,3-dichloro-6-(trifluoromethyl)phenyl]methyl}sulfonylamino)-1,3-thiazole-4-carboxylic acid ClC1=C(C(=CC=C1Cl)C(F)(F)F)CS(=O)(=O)NC1=C(N=CS1)C(=O)O